racemic-(4,5-dihydro-7H-thieno[2,3-c]pyran-7-yl)-N-methyl-methylamine hydrochloride Cl.S1C=CC2=C1[C@@H](OCC2)N(C)C |r|